C(CCC)C=1C(=C(C=CC1)OC(NC1=CC=CC=C1)=S)CCCC N-phenylthiocarbamic acid (dibutylphenyl) ester